(R)-1-(4-((5-(1-(3,3-difluoropropyl)-1H-benzo[d][1,2,3]triazol-6-yl)-6-fluoro-4-methoxypyrrolo[2,1-f][1,2,4]triazin-2-yl)amino)-3,3-difluoropiperidin-1-yl)ethan-1-one-2,2,2-d3 FC(CCN1N=NC2=C1C=C(C=C2)C=2C(=CN1N=C(N=C(C12)OC)N[C@H]1C(CN(CC1)C(C([2H])([2H])[2H])=O)(F)F)F)F